NC1=NC(=C2N=CN(C2=N1)[C@H]1[C@]([C@@H]([C@H](O1)COP(=O)(OC1=CC=CC=C1)N[C@@H](C)C(=O)OC(C)C)O)(C)F)N(C)C isopropyl ((((S)-(2R,3R,4R,5R)-5-(2-amino-6-(dimethylamino)-9H-purin-9-yl)-4-fluoro-3-hydroxy-4-methyltetrahydrofuran-2-yl)methoxy)-phenoxy-phosphoryl)-L-alaninate